tert-butyl (7S)-9-(benzyloxy)-7-(((tert-butyldimethylsilyl) oxy) methyl)-6-azaspiro[3.5]nonane-6-carboxylate C(C1=CC=CC=C1)OC1C[C@H](N(CC12CCC2)C(=O)OC(C)(C)C)CO[Si](C)(C)C(C)(C)C